ClC1=C(C(=C(C(=N1)C(=O)NC=1C=C2C(=NNC2=CC1)C)C)C)C#N 6-Chloro-5-cyano-3,4-dimethyl-N-(3-methyl-1H-indazol-5-yl)picolinamide